2-bromo-9,9-di-phenyl-9H-fluorene BrC1=CC=2C(C3=CC=CC=C3C2C=C1)(C1=CC=CC=C1)C1=CC=CC=C1